N1=C(C=CC=C1)N1CCC(CC1)N1N=CC(=C1)C1=NC2=CC=CC=C2N=C1 2-[1-[1-(2-pyridyl)-4-piperidinyl]Pyrazol-4-yl]Quinoxaline